2-amino-N-cyclohexyl-5-(4-morpholinophenyl)nicotinamide NC1=C(C(=O)NC2CCCCC2)C=C(C=N1)C1=CC=C(C=C1)N1CCOCC1